NC=1N=C(SC1C(=O)C=1C=NC(=CC1)OC(F)F)N(C1=CC=C(C=C1)F)[C@@H](C(=O)N)C (R)-2-(N-[4-Amino-5-[6-(difluoromethoxy)pyridin-3-carbonyl]thiazol-2-yl]-4-fluoroanilino)propanamid